C(CCCCCNC(C=CC1=CC(=C(C(=C1)C(C)(C)C)O)C(C)(C)C)=O)NC(C=CC1=CC(=C(C(=C1)C(C)(C)C)O)C(C)(C)C)=O N,N'-(hexane-1,6-diyl)bis[3-(3,5-di-tert-butyl-4-hydroxyphenyl)propenamide]